C1=CC=CC=2C3=CC=CC=C3C(C12)COC(=O)N[C@H](C(=O)O)CNC(=O)NC[C@@H]1CN(CC1)C(=O)OC(C)(C)C (S)-2-((((9H-fluoren-9-yl)methoxy)carbonyl)amino)-3-(3-(((R)-1-(tert-butoxycarbonyl)pyrrolidin-3-yl)methyl)ureido)propanoic acid